FC1=C(NC2=CC=C(C=C12)NC(=O)[C@H]1N(CCC1)C(CC1=CC=CC=C1)=O)C1=CC=C(C=C1)NC(=O)[C@H]1N(CCC1)C(CC1=CC=CC=C1)=O (2S)-N-{4-[3-fluoro-5-({[(2S)-1-(phenylacetyl)pyrrolidin-2-yl]carbonyl}amino)-1H-indol-2-yl]phenyl}-1-(phenylacetyl)pyrrolidine-2-carboxamide